C1(CCC1)C(=O)N1CCC2(C[C@H]([C@H]2O)[C@@H]2N3C(C4=CC=CC=C24)=CN=C3)CC1 cyclobutyl((1R,2S)-1-hydroxy-2-((S)-5H-imidazo[5,1-a]isoindol-5-yl)-7-azaspiro[3.5]nonan-7-yl)methanone